ClC=1C=2C(N=C3N(C2C=CC1)C1=CC(=CC=C1C31CCCCC1)N1CCC(CC1)C=O)=O 1-(4'-chloro-5'-oxo-5'H-spiro[cyclohexane-1,7'-indolo[1,2-a]quinazolin]-10'-yl)piperidine-4-carbaldehyde